[Si](C)(C)(C(C)(C)C)OC1=CC=2N(C3=CC=CC=C3C2C=C1C=O)CCC 2-((tert-Butyldimethylsilyl)oxy)-9-propyl-9H-carbazol-3-carbaldehyde